4-((4-fluorophenyl)ethynyl)-N-((1-methylcyclobutyl)methyl)benzamide FC1=CC=C(C=C1)C#CC1=CC=C(C(=O)NCC2(CCC2)C)C=C1